2-(2-fluorophenyl)-4-methylpyrrolidine FC1=C(C=CC=C1)C1NCC(C1)C